3-(7-formylbenzofuran-2-yl)benzylcarbamic acid C(=O)C1=CC=CC=2C=C(OC21)C=2C=C(CNC(O)=O)C=CC2